6-azido-6-deoxy-D-glucose N(=[N+]=[N-])C[C@H]([C@H]([C@@H]([C@H](C=O)O)O)O)O